F[P-](F)(F)(F)(F)F.C(CCCCCCC)OC1=CC=C(C=C1)[IH+] [4-(octyloxy)phenyl]iodonium hexafluorophosphate